(10-(9H-carbazol-9-yl)decyl)-3-methyl-1H-imidazole C1=CC=CC=2C3=CC=CC=C3N(C12)CCCCCCCCCCN1CN(C=C1)C